CN(C1=C(C(=CC=2N1N=CN2)C)CC2=CC=C(C=C2)[S@](=O)(C)=N)C (R)-(4-((5-(dimethylamino)-7-methyl-[1,2,4]triazolo[1,5-a]pyridin-6-yl)methyl)phenyl)(imino)(methyl)-λ6-sulfanone